tris[(2-pyridinyl)phenyl]Iridium N1=C(C=CC=C1)C1=C(C=CC=C1)[Ir](C1=C(C=CC=C1)C1=NC=CC=C1)C1=C(C=CC=C1)C1=NC=CC=C1